2-(bis(4-methoxybenzyl)Amino)-4-(butylamino)-5-oxopyridin COC1=CC=C(CN(C=2N=CC(C(C2)NCCCC)=O)CC2=CC=C(C=C2)OC)C=C1